N-(5-(6-ethoxypyrazin-2-yl)pyridin-2-yl)cyclohexane-1-carboxamide C(C)OC1=CN=CC(=N1)C=1C=CC(=NC1)NC(=O)C1CCCCC1